(1S,3S,5S)-5-methyl-2-azabicyclo[3.1.0]Hexane-3-carboxylic acid ethyl ester hydrochloride Cl.C(C)OC(=O)[C@H]1N[C@H]2C[C@]2(C1)C